5-[2-(4-Carboxyphenylamino)vinyl]-4-cyano-3-(2-chloro-6-fluorophenyl)isoxazole C(=O)(O)C1=CC=C(C=C1)NC=CC1=C(C(=NO1)C1=C(C=CC=C1F)Cl)C#N